C(C)(C)(C)OC(=O)N1CCC(CC1)CC[C@@]1(C=C[C@H](C1)N1C(=CC=C1C)C)C(=O)OC 4-(2-((1R,4S)-4-(2,5-dimethyl-1H-pyrrol-1-yl)-1-(methoxycarbonyl)cyclopent-2-en-1-yl)ethyl)piperidine-1-carboxylic acid tert-butyl ester